4-ethyl-2-(4-fluoro-2-hydroxyphenyl)-5-methylimidazole C(C)C=1N=C(NC1C)C1=C(C=C(C=C1)F)O